C(C)(C)N1N=C(C=C1)C(=O)OC methyl 1-isopropyl-1H-pyrazole-3-carboxylate